Br.ClC1C2NCCCOC12 8-chloro-2-oxa-6-azabicyclo[5.1.0]octane hydrobromide